NCCOCCNC(=O)[C@@H]1CC[C@H](CC1)C(F)(F)C1=CC(=NC(=C1)N1CCN(CC1)S(=O)(=O)C1=CC=C(C=C1)N1C(C[C@H](C1)N)=O)Cl trans-N-[2-(2-aminoethoxy)ethyl]-4-[[2-chloro-6-[4-[4-[(4R)-4-amino-2-oxo-pyrrolidin-1-yl]phenyl]sulfonylpiperazin-1-yl]-4-pyridinyl]-difluoro-methyl]cyclohexanecarboxamide